2-((6-(4-chlorophenyl)-3-methoxy-3-methyl-1,2-dioxan-4-yl)methoxy)-8-cyclopentyl-5-methylpyrido[2,3-d]pyrimidin-7(8H)-one ClC1=CC=C(C=C1)C1CC(C(OO1)(C)OC)COC=1N=CC2=C(N1)N(C(C=C2C)=O)C2CCCC2